COC1=CC=C2C(=CC(OC2=C1)=O)N[C@@H](C)C(=O)O (7-methoxycoumarin-4-yl)alanine